FC=1C=C2C(=NC1)NC=C2C2=NC(=CC(=N2)NC2C(C1CCC2CC1)C(=O)O)C1=COC=C1 (+/-)-trans-3-((2-(5-fluoro-1H-pyrrolo[2,3-b]pyridin-3-yl)-6-(furan-3-yl)pyrimidin-4-yl)amino)bicyclo[2.2.2]octane-2-carboxylic acid